CC1=C(C=CC=C1C)C1=C(C=C2C(=N1)C(=NN2C(=O)OC(C)(C)C)I)OC tert-Butyl 5-(2,3-dimethylphenyl)-3-iodo-6-methoxy-1H-pyrazolo[4,3-b]pyridine-1-carboxylate